(3S,12bR)-3-Ethyl-8-methoxy-12-tosyl-3,4,6,7,12,12b-hexahydroindolo[2,3-a]quinolizin-2(1H)-one C(C)[C@H]1CN2CCC3=C([C@H]2CC1=O)N(C1=CC=CC(=C13)OC)S(=O)(=O)C1=CC=C(C)C=C1